6-methyl-2-(1-(oxetan-3-yl)-1H-pyrazol-4-yl)-4-(1-phenylethyl)-1-toluenesulfonyl-1,6-dihydro-7H-pyrrolo[2,3-c]pyridin-7-one CN1C(C2=C(C(=C1)C(C)C1=CC=CC=C1)C=C(N2S(=O)(=O)CC2=CC=CC=C2)C=2C=NN(C2)C2COC2)=O